BrC=1C=CC(=NC1CNC)NC(=O)C1CC1 N-(5-bromo-6-((methylamino)methyl)pyridin-2-yl)cyclopropanecarboxamide